2-(((αR)-6-(2,5-dioxo-3-(4-(trifluoromethyl)phenyl)imidazolidin-1-yl)spiro[3.3]heptan-2-yl)oxy)nicotinamide O=C1N(C(CN1C1=CC=C(C=C1)C(F)(F)F)=O)C1CC2(CC(C2)OC2=C(C(=O)N)C=CC=N2)C1